N1N=CC(=C1)C1=CC=C(C=C1)NC1=NC(=NC=C1)C1=CC=C2C=C(NC2=C1)C(=O)N1CCC1 (6-(4-((4-(1H-pyrazol-4-yl)phenyl)-amino)-pyrimidin-2-yl)-1H-indol-2-yl)(azetidin-1-yl)methanone